ClC1=C(C(=C(C=C1)C=1N=NN(C1)[C@H]1[C@H]([C@H](O[C@@H]([C@@H]1OC)CN1N=NC(=C1)C1(CC1)C)CO)O)F)F (2R,3R,4S,5R,6R)-4-(4-(4-Chloro-2,3-difluorophenyl)-1H-1,2,3-triazol-1-yl)-2-(hydroxymethyl)-5-methoxy-6-((4-(1-methylcyclopropyl)-1H-1,2,3-triazol-1-yl)methyl)tetrahydro-2H-pyran-3-ol